FC(OC1=C(C=CC=C1)B(O)O)(F)F 2-(TRIFLUOROMETHOXY)PHENYLBORONIC ACID